7,7-difluorospiro[3.5]nonan-2-amine FC1(CCC2(CC(C2)N)CC1)F